C1NCCC2=CC(=CC=C12)C(=O)O 3,4-dihydro-1H-isoquinoline-6-carboxylic acid